Ethylenediaminetetraacetic Acid, trisodium Salt [Na+].[Na+].[Na+].C(CN(CC(=O)[O-])CC(=O)[O-])N(CC(=O)O)CC(=O)[O-]